2-[4-[3-(4-Hydroxy-3-methoxyphenyl)prop-2-enoyl]phenyl]acetic acid OC1=C(C=C(C=C1)C=CC(=O)C1=CC=C(C=C1)CC(=O)O)OC